C1N(CCC2=CC=CC=C12)[C@@H]1[C@H](CN(CC1)C(=O)C=1N=C2N(C=C(C=N2)C2=C(N=C(S2)C)C)C1)O [(3S,4S)-4-(3,4-dihydroisoquinolin-2(1H)-yl)-3-hydroxypiperidin-1-yl][6-(2,4-dimethyl-1,3-thiazol-5-yl)imidazo[1,2-a]pyrimidin-2-yl]methanone